1,1'-(((((2,2'-dichloro-[1,1'-biphenyl]-3,3'-diyl))))bis(methylene))bis(piperidin-3-ol) ClC1=C(C=CC=C1CN1CC(CCC1)O)C1=C(C(=CC=C1)CN1CC(CCC1)O)Cl